O=C1C=2C(NC=3C=CC4=C(C3C2CCC1)C=CC=C4)C4=CC=C(OCC(=O)OC)C=C4 methyl 2-(4-(4-oxo-1,2,3,4,5,6-hexahydrobenzo[a]phenanthridin-5-yl)phenoxy)acetate